CCCCC(=O)CCCCCCCC=CC=C 12-hexadecadienal